6-{[(1R)-1-(4-Chlorophenyl)-7-fluoro-5-(2-hydroxybut-3-en-2-yl)-{[1-(hydroxymethyl)cyclopropyl]-methoxy}-3-oxo-2,3-dihydro-1H-isoindol-2-yl]methyl}pyridine-3-carbonitrile ClC1=CC=C(C=C1)[C@@]1(N(C(C2=CC(=CC(=C12)F)C(C)(C=C)O)=O)CC1=CC=C(C=N1)C#N)OCC1(CC1)CO